2-(2-fluoro-4-(2-((6-(1-methyl-1H-pyrazol-4-yl)imidazo[1,2-a]pyridin-2-yl)amino)-2-oxoethyl)phenoxy)pyridine-3-carboxamide FC1=C(OC2=NC=CC=C2C(=O)N)C=CC(=C1)CC(=O)NC=1N=C2N(C=C(C=C2)C=2C=NN(C2)C)C1